Benzo[5,6][1,4]oxathiino[2,3-b]phenoxathiine C1=CC=CC=2OC=3C=C4C(=CC3SC12)OC1=C(S4)C=CC=C1